tert-butyl 4-(2-(3,4-dimethoxyphenyl)-1-methyl-1H-benzo[d]imidazol-5-yl)-3,6-dihydropyridine-1(2H)-carboxylate COC=1C=C(C=CC1OC)C1=NC2=C(N1C)C=CC(=C2)C=2CCN(CC2)C(=O)OC(C)(C)C